2-((1-Phenylpyrrolidin-3-yl)amino)pyrimidine-5-carboxylic acid C1(=CC=CC=C1)N1CC(CC1)NC1=NC=C(C=N1)C(=O)O